methyl 2-(5-methyl-3-phenylthiophen-2-yl)-2-oxoacetate CC1=CC(=C(S1)C(C(=O)OC)=O)C1=CC=CC=C1